(Z)-1-(4-amino-2-fluorobut-2-en-1-yl)-N-methoxy-N-methyl-4-(3-(pyrrolidin-1-ylsulfonyl)phenyl)-1H-benzo[d][1,2,3]triazol-6-carboxamide NC\C=C(\CN1N=NC2=C1C=C(C=C2C2=CC(=CC=C2)S(=O)(=O)N2CCCC2)C(=O)N(C)OC)/F